CN(C=1C=NC2=C(C=CC=C2C1)NS(=O)(=O)C=1N(C=CN1)CC)C N-(3-(dimethylamino)quinolin-8-yl)-1-ethyl-1H-imidazole-2-sulfonamide